BrC1=C(C=C(C(=O)N2[C@@H]3CN(C[C@H]2C3)C(=O)OC(C)(C)C)C=C1)F tert-butyl (1R,5S)-6-(4-bromo-3-fluorobenzoyl)-3,6-diazabicyclo[3.1.1]heptane-3-carboxylate